[Li+].CC1(CC1)C1=NOC(=N1)C(=O)[O-] 3-(1-methylcyclopropyl)-1,2,4-oxadiazole-5-carboxylic acid lithium salt